5-(1-(2,2-difluoroethyl)-1H-benzo[d][1,2,3]triazol-6-yl)-N-((3R,4S)-3-fluoro-1-(3-methyloxetan-3-yl)piperidin-4-yl)-4-(methoxy-d3)pyrrolo[2,1-f][1,2,4]triazin-2-amine FC(CN1N=NC2=C1C=C(C=C2)C=2C=CN1N=C(N=C(C12)OC([2H])([2H])[2H])N[C@@H]1[C@@H](CN(CC1)C1(COC1)C)F)F